C(C)(=O)NNC(=O)C1=NC=C2N1C=C(C=C2F)SCC2=CC=CC=C2 N'-acetyl-6-(benzylsulfanyl)-8-fluoroimidazo[1,5-a]pyridine-3-carbohydrazide